Methyl 2-((2-(((tert-butoxycarbonyl)(2-(6-methoxy-3-nitropyridin-2-yl)ethyl)-amino)methyl)-4-fluorophenyl)amino)-5-chloro-4-(trifluoromethyl)benzoate C(C)(C)(C)OC(=O)N(CCC1=NC(=CC=C1[N+](=O)[O-])OC)CC1=C(C=CC(=C1)F)NC1=C(C(=O)OC)C=C(C(=C1)C(F)(F)F)Cl